2,6-bismaleimidotoluene C1(C=CC(N1C1=C(C)C(=CC=C1)N1C(C=CC1=O)=O)=O)=O